C(C)OC=1C=C(C=CC1O)C1=CC(=NC=N1)NCCN1C(=CC2=C(C=CC(=C12)F)OC)C#N 1-{2-[6-(3-Ethoxy-4-hydroxy-phenyl)-pyrimidin-4-ylamino]-ethyl}-7-fluoro-4-methoxy-1H-indol-2-carbonitril